N-(3-hydroxy-2,2-di-methylpropyl)-acrylamide OCC(CNC(C=C)=O)(C)C